Acetyl-D-tyrosine C(C)(=O)N[C@H](CC1=CC=C(C=C1)O)C(=O)O